CNC(CO)(C)C 2-(methylamino)-2-methyl-1-propanol